2-ETHYLSULFINYLPHENYLBORONIC ACID C(C)S(=O)C1=C(C=CC=C1)B(O)O